(1-methyl-1H-imidazol-2-yl)ethan CN1C(=NC=C1)CC